3,5-dimethyl-4-octenoic acid CC(CC(=O)O)C=C(CCC)C